S1C(=NC2=C1C=CC=C2)NC2=C(C=C(N=N2)N(C=2SC(=C(N2)C(=O)OCC)CCCOC2=C(C=C(C=C2)C#CCN(C)C)F)CCCO)C ethyl 2-[[6-(1,3-benzothiazol-2-ylamino)-5-methyl-pyridazin-3-yl]-(3-hydroxypropyl)amino]-5-[3-[4-[3-(dimethylamino)prop-1-ynyl]-2-fluoro-phenoxy]propyl]thiazole-4-carboxylate